FC=1C=C(COC2=C(C(=CC(=C2)O)O)C(=O)N2CC3=CC=CC(=C3C2)NC2COCC2)C=CC1F (2-((3,4-Difluorobenzyl)oxy)-4,6-dihydroxyphenyl)(4-((tetrahydrofuran-3-yl)amino)isoindolin-2-yl)methanone